BrC=1C=C2CCC(C2=CC1)N1C[C@H](CC1)C(=O)OC methyl (3S)-1-(5-bromo-2,3-dihydro-1H-inden-1-yl)-pyrrolidine-3-carboxylate